C1(CCCCC1)C[C@H](C(=O)N1CC(C(CC1)(O)CN1C=NC(=CC1=O)C1=C(C=CC=C1)CO)(C)C)C 3-((1-((R)-3-cyclohexyl-2-methylpropionyl)-4-hydroxy-3,3-dimethylpiperidine-4-Yl)methyl)-6-(2-(hydroxymethyl)phenyl)pyrimidin-4(3H)-one